(R)-1-phenylethan-1-aminium C1(=CC=CC=C1)[C@@H](C)[NH3+]